[O].[C].C(C=C)(=O)[Ti].[Si].[Fe] iron-silicon alloyl-titanium carbon oxygen